CC1=CC=C(C=C1)NCCO N-(p-methylphenyl)ethanolamine